hydroxyisoindolin OC1NCC2=CC=CC=C12